(S)-2-formylmorpholine-4-carboxylic acid tert-butyl ester C(C)(C)(C)OC(=O)N1C[C@H](OCC1)C=O